(R)-1-(6-iodo-1H-indol-3-yl)propan-2-amine IC1=CC=C2C(=CNC2=C1)C[C@@H](C)N